4-{(S)-6-[2-(tert-butoxy)-2-oxoethyl]-2,3,9-trimethyl-6H-thieno[3,2-f][1,2,4]triazolo[4,3-a][1,4]diazepin-4-yl}benzamide C(C)(C)(C)OC(C[C@H]1C=2N(C3=C(C(=N1)C1=CC=C(C(=O)N)C=C1)C(=C(S3)C)C)C(=NN2)C)=O